N-(3-(5-fluoro-2-(3-(trifluoromethoxy)phenylamino)pyrimidin-4-ylamino)phenyl)acrylamide FC=1C(=NC(=NC1)NC1=CC(=CC=C1)OC(F)(F)F)NC=1C=C(C=CC1)NC(C=C)=O